1,6-Diamino-2,2,4-trimethylhexan NCC(CC(CCN)C)(C)C